C1(CCCCCCC1)I Cyclooctyl iodide